(R)-3-((4-Hydroxy-1-(3-phenylbutanoyl)piperidin-4-yl)methyl)-5-methyl-6-((2-(pyrrolidin-1-yl)ethyl)amino)pyrimidin-4(3H)-one OC1(CCN(CC1)C(C[C@@H](C)C1=CC=CC=C1)=O)CN1C=NC(=C(C1=O)C)NCCN1CCCC1